FC(N1N=NN=C1N)F 1-(difluoromethyl)-1H-tetrazol-5-amine